OC1=CC(=C(C(=O)O)C(=C1)OC1O[C@@H]([C@H]([C@@H]([C@H]1CO)O)O)O)CCCCC 4-hydroxy-2-pentyl-6-{[(3R,4R,5S,6S)-4,5,6-trihydroxy-3-(hydroxymethyl)oxan-2-yl]oxy}benzoic acid